C(C)(C)(C)OC(=O)N1C(CC1)CN1C(N(C2=C1C=C(C=C2)NC2=C(C(=NC=C2)Cl)C#N)C)=O tert-Butyl-2-((6-((2-chloro-3-cyanopyridin-4-yl)amino)-3-methyl-2-oxo-2,3-dihydro-1H-benzo[d]imidazol-1-yl)methyl)azetidin-1-carboxylat